FC(C=1C=C(CN2C(N(C3=CC=C(C=C3C2=O)OC(CF)CF)C2CCN(CC2)C=O)=O)C=C(C1)C(F)(F)F)(F)F 4-{3-[3,5-bis(trifluoromethyl)benzyl]-6-[2-fluoro-1-(fluoromethyl)ethoxy]-2,4-dioxo-3,4-dihydroquinazolin-1(2H)-yl}piperidine-1-carbaldehyde